CC(=CC=O)CCC=CCC 3-methylnona-2,6-dienal